4-bromo-5-chloro-2-nitrophenol BrC1=CC(=C(C=C1Cl)O)[N+](=O)[O-]